O.S(=O)(=O)(O)[O-].[Na+] sodium hydrogen sulfate, monohydrate